2-(hydroxymethyl)piperidine OCC1NCCCC1